C(C1=CC=CC=C1)(=O)N1C=2C3=C(N(C=C3CCC1)[C@H]1[C@H](O[Si](C)(C)C(C)(C)C)[C@H](OC(CCC(C)=O)=O)[C@H](O1)COC(C1=CC=CC=C1)(C1=CC=C(C=C1)OC)C1=CC=C(C=C1)OC)N=CN2 6-Benzoyl-2-{5-O-[bis(4-methoxyphenyl)(phenyl)methyl]-2-O-[tert-butyl(dimethyl)silyl]-3-O-(4-oxopentanoyl)-β-D-ribofuranosyl}-6,7,8,9-tetrahydro-2H-2,3,5,6-tetraazabenzo[cd]azulene